N-(2,5-difluorobenzyl)-2-(2-((3-methyl-1H-pyrazol-5-yl)amino)-5,6-dihydro-1,7-naphthyridin-7(8H)-yl)-2-oxoacetamide FC1=C(CNC(C(=O)N2CCC=3C=CC(=NC3C2)NC2=CC(=NN2)C)=O)C=C(C=C1)F